O=C1N(N=C2N1CCCC2)CC2=CC(=NC1=CC=CC=C21)C(F)(F)F (5RS)-3-Oxo-2-{[2-(trifluoromethyl)chinolin-4-yl]methyl}-2,3,5,6,7,8-hexahydro[1,2,4]triazolo[4,3-a]pyridin